(2S,3S)-2-(2-methoxyphenyl)-3-nitrochromane COC1=C(C=CC=C1)[C@@H]1OC2=CC=CC=C2C[C@@H]1[N+](=O)[O-]